(S)-N-((8-chloro-4-ethyl-4-hydroxy-9-methyl-3,14-dioxo-3,4,12,14-tetrahydro-1H-pyrano[3',4':6,7]indolizino[1,2-b]quinolin-11-yl)methyl)-1-hydroxycyclopropane-1-carboxamide ClC=1C(=CC=2C(=C3C(=NC2C1)C1=CC2=C(C(N1C3)=O)COC([C@]2(O)CC)=O)CNC(=O)C2(CC2)O)C